3-((N,N-dibutylamino)dimethylsilyl)styrene C(CCC)N(CCCC)[Si](C=1C=C(C=C)C=CC1)(C)C